3-[4-(difluoromethoxy)-phenyl]-2-methoxy-4-aminopyridine FC(OC1=CC=C(C=C1)C=1C(=NC=CC1N)OC)F